FC1=CC=C(CC2=CC3=C(OC[C@@H](N3C(CN3[C@H](CN[C@@H](C3)C)CN3[C@@H](COCC3)C)=O)COC(C)C)N=C2)C=C1 1-((S)-7-(4-fluorobenzyl)-2-(isopropoxymethyl)-2,3-dihydro-1H-pyrido[2,3-b][1,4]oxazin-1-yl)-2-((2R,5R)-5-methyl-2-(((R)-3-methylmorpholino)methyl)piperazin-1-yl)ethan-1-one